1-(4-((5-chloro-4-((2-(N-methyl methylsulfinylamino) phenyl) amino)-3-methoxyphenyl) piperidin-4-yl) piperazin-1-yl) pentanoate C(CCCC)(=O)ON1CCN(CC1)C1CCN(CC1)C1=CC(=C(C(=C1)Cl)NC1=C(C=CC=C1)N(C)S(=O)C)OC